O[Ti+2]O dihydroxytitanium (IV)